(S)-N-(5-hydroxy-1,2,3,4-tetrahydronaphthalen-2-yl)-2-(3-hydroxy-2-methyl-4-oxopyridin-1(4H)-yl)-N-propylacetamide OC1=C2CC[C@@H](CC2=CC=C1)N(C(CN1C(=C(C(C=C1)=O)O)C)=O)CCC